C(N)(=O)C=1C=C(C=CC1)NC(=O)C1=C(N=NC(=C1)C(F)(F)F)OC1=C(C=CC(=C1)F)OC N-(3-Carbamoylphenyl)-3-(5-fluoro-2-methoxyphenoxy)-6-(trifluoromethyl)pyridazine-4-carboxamide